(S)-1-(4-((4-((R)-2-acetoxy-3-(1H-imidazol-1-yl) propoxy)-3-chlorophenyl) sulfonyl)-2-chlorophenoxy)-3-chloropropan-2-yl acetate C(C)(=O)O[C@@H](COC1=C(C=C(C=C1)S(=O)(=O)C1=CC(=C(C=C1)OC[C@@H](CN1C=NC=C1)OC(C)=O)Cl)Cl)CCl